F\C(=C/CN)\CS(=O)(=O)C1=C(C(=C(C=2C(=C(C(=NC12)[2H])[2H])[2H])[2H])[2H])[2H] (Z)-3-fluoro-4-((quinolin-8-yl-d6)sulfonyl)but-2-en-1-amine